C1CC12CN[C@@H](C2)CC=O 2-((S)-5-azaspiro[2.4]hept-6-yl)ethan-1-one